C(N)(=O)C=1N(C2=CC(=CC=C2C1)OC(F)(F)F)C1=CC=CC(=N1)CC(C(=O)O)(C)C 3-(6-(2-carbamoyl-6-(trifluoromethoxy)-1H-indole-1-yl)pyridin-2-yl)-2,2-dimethylpropanoic acid